2-((4-Fluoro-2-methylphenyl)amino)-N-(6-methoxy-2-methylpyridin-3-yl)-5-(trifluoromethyl)nicotinamide FC1=CC(=C(C=C1)NC1=C(C(=O)NC=2C(=NC(=CC2)OC)C)C=C(C=N1)C(F)(F)F)C